L-3,4-dichlorophenylalanine ClC=1C=C(C[C@H](N)C(=O)O)C=CC1Cl